CN1N=CC=C1C1=CC=CC=C1 1-methyl-5-phenyl-1H-pyrazole